2-Hydroxy-4-[(2-hydroxy-1-oxo-1,2,4-thiadiazinan-4-yl)methyl]-1,2,4-thiadiazinan-1-oxid ON1S(CCN(C1)CN1CN(S(CC1)=O)O)=O